C(#N)CC1(CC1)N(C(OC(C)(C)C)=O)CC(=O)C1=CC(=CC=C1)C#N tert-butyl (1-(cyanomethyl)cyclopropyl)(2-(3-cyanophenyl)-2-oxoethyl)carbamate